6-bromoimidazo[1,5-a]pyridin-3-carboxylic acid BrC=1C=CC=2N(C1)C(=NC2)C(=O)O